9,10-di(naphthalen-2-yl)ANTHRACENE C1=C(C=CC2=CC=CC=C12)C=1C2=CC=CC=C2C(=C2C=CC=CC12)C1=CC2=CC=CC=C2C=C1